(1R,2R,3S,6S,7S)-10-oxo-4-azatricyclo[5.2.1.0{2,6}]dec-8-ene-3-carboxylic acid methyl ester COC(=O)[C@@H]1[C@H]2[C@H]3C=C[C@@H]([C@H]2CN1)C3=O